tert-butyl 4-((4-(1-(2,6-dioxopiperidin-3-yl)-3-methyl-2-oxo-2,3-dihydro-1H-benzo[d]imidazol-5-yl) piperidin-1-yl)methyl)-[1,4'-bipiperidine]-1'-carboxylate O=C1NC(CCC1N1C(N(C2=C1C=CC(=C2)C2CCN(CC2)CC2CCN(CC2)C2CCN(CC2)C(=O)OC(C)(C)C)C)=O)=O